OCC1(COC1)O 3-(hydroxymethyl)oxetane-3-ol